NC=1C(=C(C=CC1)CN1C(OC2=C(C1)C=C(C(=C2)O)Cl)=O)F 3-[(3-amino-2-fluorophenyl)methyl]-6-chloro-7-hydroxy-3,4-dihydro-2H-1,3-benzoxazin-2-one